Tertiary butyl carbamate C(N)(OC(C)(C)C)=O